4-carboxypyrimidine 1-oxide C(=O)(O)C1=NC=[N+](C=C1)[O-]